(1-(cyclopropylsulfonyl)-1H-pyrazol-4-yl)-N-(4-(4-((2-fluoroethyl)amino)piperidin-1-yl)-5-((1-methyl-1H-pyrazol-4-yl)ethynyl)pyridin-2-yl)pyrimidin-4-amine C1(CC1)S(=O)(=O)N1N=CC(=C1)C1=NC=CC(=N1)NC1=NC=C(C(=C1)N1CCC(CC1)NCCF)C#CC=1C=NN(C1)C